4-(5-cyano-2-methoxyphenyl)-N-(5-(4-cyanophenyl)thiazolo[5,4-b]pyridin-2-yl)-6-methylnicotinamide C(#N)C=1C=CC(=C(C1)C1=CC(=NC=C1C(=O)NC=1SC2=NC(=CC=C2N1)C1=CC=C(C=C1)C#N)C)OC